C1(CCC1)C1=CC=C(C=C1)C(C1=C(C=CC=C1)C)NC(=O)C1C(CCC1)C(=O)O 2-{[(4-cyclobutylphenyl)(2-methylphenyl)methyl]carbamoyl}cyclopentane-1-carboxylic acid